3-((tert-butoxycarbonyl)(methyl)amino)benzoic acid C(C)(C)(C)OC(=O)N(C=1C=C(C(=O)O)C=CC1)C